C(#N)C1CN(C1)S(=O)(=O)N1C[C@@](CCC1)(F)C(=O)N1[C@H](CCC1)C(=O)NCC1=CC=C(C=C1)C(F)(F)F 1-(((3R)-1-((3-cyano-1-azetidinyl)sulfonyl)-3-fluoro-3-piperidinyl)carbonyl)-N-(4-(trifluoromethyl)benzyl)-D-prolinamide